(R)-2-(1-(4-(2,6-dioxopiperidin-3-yl)-3,5-difluorophenyl)piperidin-4-yl)acetaldehyde O=C1NC(CC[C@@H]1C1=C(C=C(C=C1F)N1CCC(CC1)CC=O)F)=O